ClC=1C=NN2C1C(=NC(=C2)C=2C=NN(C2)C)N2C([C@]([C@@H](C2)C)(C#N)C2CC2)=O (3R,4S)-1-(3-chloro-6-(1-methyl-1H-pyrazol-4-yl)pyrazolo[1,5-a]pyrazin-4-yl)-3-cyclopropyl-4-methyl-2-oxopyrrolidine-3-carbonitrile